N-(2-fluoro-5-(5-(furan-2-yl)-1,3,4-oxadiazol-2-yl)phenyl)-2-methoxy-5-(2-(piperidin-1-yl)ethoxy)benzamide FC1=C(C=C(C=C1)C=1OC(=NN1)C=1OC=CC1)NC(C1=C(C=CC(=C1)OCCN1CCCCC1)OC)=O